FC(C(=O)O)(F)F.NC1CC(C1)C#N (1r,3r)-3-aminocyclobutane-1-carbonitrile trifluoroacetic acid salt